C1(=CC=CC=C1)CCCC1=NOC(=N1)[C@H]1NC[C@@H](C1)OC(C)(C)C 3-(3-phenylpropyl)-5-[(2S,4R)-4-tert-butoxypyrrolidin-2-yl]-1,2,4-oxadiazole